cinnamyl methacrylate C(C(=C)C)(=O)OCC=CC1=CC=CC=C1